(R)-2-((S)-7-fluoro-4-methylisochroman-5-yl)-2-(methyl((1S,3S)-3-(4-(5,6,7,8-tetrahydro-1,8-naphthyridin-2-yl)butoxy)cyclopentyl)amino)acetic acid FC1=CC(=C2[C@@H](COCC2=C1)C)[C@H](C(=O)O)N([C@@H]1C[C@H](CC1)OCCCCC1=NC=2NCCCC2C=C1)C